BrC=1C=CC(=C(C1)C(O)(C1=CC=CC=C1)C1=CC=CC=C1)C=1C2=CC=CC=C2C=2C=CC=CC2C1 [5-bromo-2-(9-phenanthrenyl)phenyl]diphenylmethanol